N(=C=S)C1=NC=CC=C1C 2-isothiocyanato-3-methylpyridine